Cl.NC=1C=C(CC2=NNC(C3=CC(=C(C=C23)OC)OC)=O)C=CC1 4-(3-aminobenzyl)-6,7-dimethoxyphthalazin-1(2H)-one hydrochloride